2-chloro-6-cyclopropyl-4-methylpyridine ClC1=NC(=CC(=C1)C)C1CC1